CC(C)=O 2-Propanon